C(C)OC(=O)C1C(N(CCC1=O)CC(C)(C)C)=O 1-neopentyl-2,4-dioxopiperidine-3-carboxylic acid ethyl ester